FC1=CC=CC=2COCCCCOC3=C(C=CC(C4=NNC5=CN=C(C12)C=C45)=C3)N3CCN(CC3)C 18-fluoro-5-(4-methylpiperazin-1-yl)-7,12-dioxa-21,24,25-triazapentacyclo[18.5.2.12,6.014,19.023,26]octacosa-1(25),2(28),3,5,14(19),15,17,20,22,26-decaene